BrC(C1=CC=CC=C1)N=C=O bromo-benzyl isocyanate